3-(azetidin-1-yl)-7-(4-((2,3-dihydrobenzo[b][1,4]dioxin-6-yl-2,2,3,3-d4)oxy)piperidin-1-yl)-8-methyl-4H-pyrimido[1,2-b]pyridazin-4-one N1(CCC1)C1=CN=C2N(N=C(C(=C2)C)N2CCC(CC2)OC2=CC3=C(OC(C(O3)([2H])[2H])([2H])[2H])C=C2)C1=O